(Z)-3-chloro-3-(4-methoxyphenyl)acrylaldehyde Cl\C(=C/C=O)\C1=CC=C(C=C1)OC